3-[3-[4-(1-aminocyclobutyl)phenyl]-5-phenyl-imidazo[4,5-b]pyridin-2-yl]pyridin-2-amine NC1(CCC1)C1=CC=C(C=C1)N1C(=NC=2C1=NC(=CC2)C2=CC=CC=C2)C=2C(=NC=CC2)N